bis(dimethylbismuthanyloxy)(methyl)bismuthane C[Bi](O[Bi](C)O[Bi](C)C)C